(2R,3S,4R,5R)-2-[(R)-4-bicyclo[4.2.0]octa-1,3,5-trienyl(hydroxy)methyl]-5-(4-methoxypyrrolo[2,3-d]pyrimidin-7-yl)tetrahydrofuran-3,4-diol C12=CC=C(C=C2CC1)[C@H]([C@H]1O[C@H]([C@@H]([C@@H]1O)O)N1C=CC2=C1N=CN=C2OC)O